butenyl-magnesium bromide C(=CCC)[Mg]Br